OC1=C(C(/C=C/C2=CC=C(C=C2)OC)=O)C=CC=C1 2'-Hydroxy-4-methoxy-chalcone